C(C)OC1(CN(C1)C1=C(C=C(C=N1)C=1C(=C(COC(NC(N)=N)=O)C=CC1)F)F)O carbamimidoyl-carbamic acid 3-[6-(3-ethoxy-3-hydroxyazetidin-1-yl)-5-fluoropyridin-3-yl]-2-fluorobenzyl ester